N-[4-[2-chloro-3-(4-methylpiperazin-1-yl)phenoxy]-6-(o-tolyl)-5-(trifluoromethyl)pyrimidin-2-yl]-1-methyl-pyrazole-4-sulfonamide ClC1=C(OC2=NC(=NC(=C2C(F)(F)F)C2=C(C=CC=C2)C)NS(=O)(=O)C=2C=NN(C2)C)C=CC=C1N1CCN(CC1)C